C(C)(C)(C)NCCCCO 4-(tert-butylamino)-1-butanol